NCCCC[Si](OCCC)(OCCC)OCCC 4-aminobutyltri-n-propoxysilane